N-(4-fluoro-3-methylphenyl)-3-(2-((2-hydroxy-2-methylpropyl)amino)-2-oxoacetyl)-5,6,7,8-tetrahydroindolizine-1-carboxamide FC1=C(C=C(C=C1)NC(=O)C=1C=C(N2CCCCC12)C(C(=O)NCC(C)(C)O)=O)C